4-Cyclopropyl-2-fluoro-5-(trifluoromethyl)aniline C1(CC1)C1=CC(=C(N)C=C1C(F)(F)F)F